N,N-Diethyl-6-[4-[[4-(5-hydroxypyridin-3-yl)naphthalen-1-yl]methyl]piperazin-1-yl]pyridazine-3-carboxamide C(C)N(C(=O)C=1N=NC(=CC1)N1CCN(CC1)CC1=CC=C(C2=CC=CC=C12)C=1C=NC=C(C1)O)CC